2-({3-Chloro-7H-pyrrolo[2,3-c]pyridazin-7-yl}methyl)morpholine hydrochloride Cl.ClC1=CC2=C(N=N1)N(C=C2)CC2CNCCO2